IC=1C=CC=2N(C3=CC=CC=C3C2C1)C1=C(C=CC=C1)I 3-iodo-9-(2-iodophenyl)-9H-carbazole